C[C@@H]1N(C[C@H](N(C1)CC=1C=NOC1C)C)C1=CC(N(C=2C=CC(=NC12)C#N)C)=O 8-((2s,5r)-2,5-dimethyl-4-((5-methylisoxazol-4-yl)methyl)piperazin-1-yl)-5-methyl-6-oxo-5,6-dihydro-1,5-naphthyridine-2-carbonitrile